C(C)(C)(C)OC(=O)N1C[C@H]([C@@H](CC1)C1=CC=C(C=C1)Br)O (3S,4S)-4-(4-bromophenyl)-3-hydroxy-piperidine-1-carboxylic acid tert-butyl ester